C(CCCCC(C)C)[Si](O)(O)O isooctyl-silanetriol